5-(5-isoprop-oxypyridin-2-yl)-N-(5-isopropyl-4-(trifluoro-methyl)pyridin-2-yl)-1,3,4-oxadiazol-2-amine C(C)(C)OC=1C=CC(=NC1)C1=NN=C(O1)NC1=NC=C(C(=C1)C(F)(F)F)C(C)C